2-(4-methyl-2-oxopiperazin-1-yl)acetamide CN1CC(N(CC1)CC(=O)N)=O